5-benzyl 2-tert-butyl 7-oxo-2,5,8-triazaspiro[3.5]nonane-2,5-dicarboxylate O=C1CN(C2(CN(C2)C(=O)OC(C)(C)C)CN1)C(=O)OCC1=CC=CC=C1